C(=O)([O-])[C@H](O)[C@@H](O)C(=O)[O-].[Sb+3].[Na+].C(=O)([O-])[C@H](O)[C@@H](O)C(=O)[O-] sodium antimony L-tartrate